ClC1=CC=C(CN2C(=NC=3N(C(N(C(C23)=O)CCCO)=O)C)C#CCOC2CCC(CC2)O)C=C1 7-(4-chlorobenzyl)-8-(3-((4-hydroxycyclohexyl)oxy)prop-1-yn-1-yl)-1-(3-hydroxypropyl)-3-methyl-3,7-dihydro-1H-purine-2,6-dione